(7-methylenehexahydroindolizin-8a(1H)-yl)methanol C=C1CCN2CCCC2(C1)CO